1-(5-(4-ethylpiperazin-1-yl)pyridin-2-yl)guanidine 2,2,2-trifluoroacetate FC(C(=O)O)(F)F.C(C)N1CCN(CC1)C=1C=CC(=NC1)NC(=N)N